ethoxydiethylene glycol methacrylate C(C(=C)C)(=O)O.C(C)OC(COCCO)O